NC=1C=2N(C3=CC=C(C=C3N1)C1=CC=NN1)C=C(C2)C(=O)NCCO 4-amino-N-(2-hydroxyethyl)-7-(1H-pyrazol-5-yl)pyrrolo[1,2-a]quinoxaline-2-carboxamide